methyl 4-((7-hydroxy-5-((methoxycarbonyl)-amino)-3-methyl-1H-pyrazolo[4,3-d]pyrimidin-1-yl)methyl)-3-methoxybenzoate OC=1C2=C(N=C(N1)NC(=O)OC)C(=NN2CC2=C(C=C(C(=O)OC)C=C2)OC)C